N-{[4-(benzenesulfonyl)phenyl]methyl}-[1,2,3,4]tetrazolo[1,5-a]pyridine-6-carboxamide C1(=CC=CC=C1)S(=O)(=O)C1=CC=C(C=C1)CNC(=O)C=1C=CC=2N(C1)N=NN2